N-benzyl-4-(2',3',4',5'-tetrahydro-[1,1'-biphenyl]-4-yl)-1H-indazol-3-amine C(C1=CC=CC=C1)NC1=NNC2=CC=CC(=C12)C1=CC=C(C=C1)C=1CCCCC1